BrC=1C(=NC(=C(C1)Br)C)OC[C@H](C)NC(OCC1=CC=CC=C1)=O benzyl (S)-(1-((3,5-dibromo-6-methylpyridin-2-yl)oxy)propan-2-yl)carbamate